C(=O)C1=CC(=C(C(=C1)OC)C=CC(=O)OC)OC methyl 3-(4-formyl-2,6-dimethoxyphenyl)-acrylate